[Br-].C(C1=CC=CC=C1)[P+](C)(C)CC(=O)NN benzyl-(2-hydrazino-2-oxoethyl)dimethylphosphonium bromide